COC(=O)C=1C2=C(C(N(C1)C)=O)N(C=C2)S(=O)(=O)C2=CC=C(C)C=C2 6-methyl-7-oxo-1-tosyl-6,7-dihydro-1H-pyrrolo[2,3-c]pyridine-4-carboxylic acid methyl ester